O[C@@H]1[C@@H](CO[C@@H]([C@@H]1O)CO)CNC(N(C)C)=O (((3R,4R,5R,6R)-4,5-dihydroxy-6-(hydroxymethyl)tetrahydro-2H-pyran-3-yl)methyl)-1,1-dimethylurea